diphenyl-(6-trifluoromethyl-4-difluoromethyl-quinolin-2-yl)phosphorus oxide C1(=CC=CC=C1)P(C1=NC2=CC=C(C=C2C(=C1)C(F)F)C(F)(F)F)(C1=CC=CC=C1)=O